(2S,4S)-1-((4-phenoxybutanoyl)glycyl)-4-(o-tolyl)pyrrolidine-2-carboxylic acid O(C1=CC=CC=C1)CCCC(=O)NCC(=O)N1[C@@H](C[C@H](C1)C1=C(C=CC=C1)C)C(=O)O